platinum (II) [bis((thienyl)pyridinyl)aniline] S1C(=CC=C1)C=1C(=NC=CC1)N(C1=CC=CC=C1)C1=NC=CC=C1C=1SC=CC1.[Pt+2]